C(CCCCCCCCC)(=O)OCCN(CCN(CC)CC)CCOC(OC(CCCCCCCCCC(=O)OCC(CCCCCC)CCCC)CCCCCC)=O 2-butyloctyl 6-(2-(decanoyloxy) ethyl)-3-ethyl-12-hexyl-10-oxo-9,11-dioxa-3,6-diazaheneicosane-21-carboxylate